(S)-N-(1-(5-benzhydryl-1,2,4-oxadiazol-3-yl)ethyl)-3-hydroxy-4-methoxypicolinamide C(C1=CC=CC=C1)(C1=CC=CC=C1)C1=NC(=NO1)[C@H](C)NC(C1=NC=CC(=C1O)OC)=O